CN1C(N(C=2C1=C1C(=NC2)NC(=C1C1=CC=CC=C1)C=1C=NC=CC1)C)=O 1,3-Dimethyl-8-phenyl-7-(pyridin-3-yl)-3,6-dihydroimidazo[4,5-d]pyrrolo[2,3-b]pyridin-2(1H)-one